ClC1=CC(=C(C=C1)C1=C(N(N=N1)C)CN1N=CC(=CC1=O)N1CC(C1)OC1=CC(=NC=C1)Cl)F 2-[[5-(4-chloro-2-fluoro-phenyl)-3-methyl-triazol-4-yl]methyl]-5-[3-[(2-chloro-4-pyridinyl)oxy]azetidin-1-yl]pyridazin-3-one